((cyclopropylmethyl)amino)-8-(4-(difluoromethoxy)phenyl)-6-(2-methyl-2H-indazol-5-yl)pteridin-7(8H)-one C1(CC1)CNC1=NC=2N(C(C(=NC2C=N1)C1=CC2=CN(N=C2C=C1)C)=O)C1=CC=C(C=C1)OC(F)F